Ethyl 8-chloro-3-fluoro-[1,7]naphthyridine-6-carboxylate ClC=1N=C(C=C2C=C(C=NC12)F)C(=O)OCC